2-(ethylsulfonyl)-N-neopentyl-3-(5-(2,2,3,3,3-pentafluoropropoxy)pyrazin-2-yl)pyrazolo[1,5-a]pyrimidin-7-amine C(C)S(=O)(=O)C1=NN2C(N=CC=C2NCC(C)(C)C)=C1C1=NC=C(N=C1)OCC(C(F)(F)F)(F)F